S1C=NC2=C1C=CC(=C2)C2=CC=C(C=N2)CNC(=O)C2=C(C=1C(=NC=3N(C1N=C2)N=C(C3)C)C)O N-((6-(benzo[d]thiazol-5-yl)pyridin-3-yl)methyl)-6-hydroxy-2,5-dimethylpyrazolo[1,5-a]pyrido[3,2-e]pyrimidine-7-carboxamide